6-[[(3R,5S)-5-Fluoro-3-piperidyl]amino]-3-[2-hydroxy-4-(trifluoromethyl)phenyl]-4-methyl-1,2,4-triazin-5-one F[C@H]1C[C@H](CNC1)NC=1C(N(C(=NN1)C1=C(C=C(C=C1)C(F)(F)F)O)C)=O